FC=1C(=C(C=C(C1)F)C=1C=C2C(=NN1)NC[C@@H]1N2CCN(C1)C(=O)N1CCC(CC1)C=O)O (s)-1-(2-(3,5-difluoro-2-hydroxyphenyl)-6,6a,7,8,9,10-hexahydro-5H-pyrazino[1',2':4,5]-pyrazino[2,3-c]pyridazine-8-carbonyl)piperidine-4-carbaldehyde